tert-butyl (6r,9r)-4-((S)-4-((benzyloxy) carbonyl)-3-(cyanomethyl) piperazin-1-yl)-2-(methylsulfanyl)-5,6,7,9-tetrahydro-8H-6,9-methanopyrimido[4,5-c]azepine-8-carboxylate C(C1=CC=CC=C1)OC(=O)N1[C@H](CN(CC1)C1=NC(=NC=2[C@@H]3N(C[C@H](CC21)C3)C(=O)OC(C)(C)C)SC)CC#N